N-(4-(3-cyano-4-hydroxy-5-iodopyridin-2-yl)benzyl)-5-fluoro-2-methoxybenzamide C(#N)C=1C(=NC=C(C1O)I)C1=CC=C(CNC(C2=C(C=CC(=C2)F)OC)=O)C=C1